(S)-4-amino-3-(((tetrahydrofuran-2-yl)methyl)amino)benzoic acid methyl ester COC(C1=CC(=C(C=C1)N)NC[C@H]1OCCC1)=O